C(C)OC(=O)[C@@H]1CN(CCC1)C(C)=O (S)-1-acetylpiperidine-3-carboxylic acid ethyl ester